CC=1C=CC=2N(C1)C(=NN2)C2[C@H]1CN(C[C@@H]21)C(=O)OC(C)(C)C tert-butyl (1R,5S,6r)-6-(6-methyl [1,2,4]triazolo[4,3-a]pyridin-3-yl)-3-azabicyclo[3.1.0]hexane-3-carboxylate